2-methylpropyl 5-[2-fluoro-5-[[6-oxo-4-(trifluoromethyl)-1H-pyridine-3-carbonyl]amino]-4-[rac-(3R,5S)-3,4,5-trimethylpiperazin-1-yl]phenyl]-3,6-dihydro-2H-pyridine-1-carboxylate FC1=C(C=C(C(=C1)N1C[C@H](N([C@H](C1)C)C)C)NC(=O)C1=CNC(C=C1C(F)(F)F)=O)C1=CCCN(C1)C(=O)OCC(C)C |r|